ClC1=CC=CC(=N1)C1=NC(=NC(=N1)C1=NC(=CC=C1)C(F)(F)F)NC1=CC(=NC=C1)C(F)(F)F 4-(6-chloropyridin-2-yl)-6-(6-(trifluoromethyl)pyridin-2-yl)-N-(2-(trifluoromethyl)pyridin-4-yl)-1,3,5-triazin-2-amine